Cl.C1(O)=C(O)C(O)=CC=C1 pyrogallol-HCl